fluoro-di(propan-2-yloxy)-sulfhydryl-phosphine FSP(OC(C)C)OC(C)C